5-((3-(3-((3-(2-Hydroxyethyl)benzyl)amino)propanamido)propyl)amino)benzo[c][2,6]naphthyridine-8-carboxamide OCCC=1C=C(CNCCC(=O)NCCCNC2=NC3=C(C4=CN=CC=C24)C=CC(=C3)C(=O)N)C=CC1